2-butoxy-7-(3-methyl-4-(piperazin-1-yl)benzyl)imidazo[2,1-f][1,2,4]triazin-4-amine C(CCC)OC1=NN2C(C(=N1)N)=NC=C2CC2=CC(=C(C=C2)N2CCNCC2)C